bromo-1-propyl-3-methylimidazole BrC1N(C=CN1C)CCC